FC=1C(=C(C=C(C1)F)N1CCN(CC1)C[C@@H](CCNC(=O)C=1C=C2CC(N(C2=CC1)C)=O)O)OC (R)-N-(4-(4-(3,5-difluoro-2-methoxyphenyl)piperazin-1-yl)-3-hydroxybutyl)-1-methyl-2-oxoindoline-5-carboxamide